F[C@@H]1[C@H]([C@@]2(CN([C@]1(CC2)C)C)C)N(C2=CC=C(N=N2)C2=C(C=C(C=C2)N2C=NC(=C2)C)O)C 2-(6-(((1S,4S,5S,6R)-6-fluoro-1,2,4-trimethyl-2-azabicyclo[2.2.2]octan-5-yl)(methyl)amino)pyridazin-3-yl)-5-(4-methyl-1H-imidazol-1-yl)phenol